tri(2-methoxyethyl) orthoborate B(OCCOC)(OCCOC)OCCOC